CC(C)(C)[S@@](=O)N[C@@H](C)C=1C=NC(=CC1)C1=C(N=CS1)C (R)-2-methyl-N-((S)-1-(6-(4-methylthiazol-5-yl)pyridin-3-yl)ethyl)propane-2-sulfinamide